mellitic acid phenyl ester C1(=CC=CC=C1)OC(C1=C(C(=O)O)C(C(=O)O)=C(C(=O)O)C(C(=O)O)=C1C(=O)O)=O